O=C1NC(CCC1N1C(C2=CC=C3C(=C2C1)OCC31C(CN(CC1)C(=O)OC(C)(C)C)C)=O)=O tert-butyl 7-(2,6-dioxopiperidin-3-yl)-3'-methyl-6-oxo-7,8-dihydro-2H,6H-spiro[furo[2,3-e]isoindole-3,4'-piperidine]-1'-carboxylate